OCC=1C=CC(=C(C1)C1CCN(CC1)C(=O)OC(C)(C)C)OC tert-butyl 4-[5-(hydroxymethyl)-2-methoxy-phenyl]piperidine-1-carboxylate